C(C)(C)(C)[Pd-3](C1=CC=C(C=C1)N(C)C)(C(C)(C)C)(Cl)Cl di-t-butyl-(4-dimethylaminophenyl)palladium (II) dichloride